COC=1N=C2C(=CC=NC2=CC1OC)OC1=C(C=C(C=C1)NC(=O)C1=CN(C=C(C1=O)C1=CC=C(C=C1)F)O)F N-[4-[(6,7-Dimethoxy-1,5-naphthyridin-4-yl)oxy]-3-fluorophenyl]-5-(4-fluorophenyl)-1-hydroxy-4-oxopyridine-3-carboxamide